C(CC)N1C(C2=CC=CC=C2C2(C=CC(C3=CC=CC=C23)=O)C1=O)=O 2-Propyl-1H,4'H-spiro[isoquinoline-4,1'-naphthalene]-1,3,4'(2H)-trione